tert-butyl (1'-(4-((2,6-dioxopiperidin-3-yl)amino)-2-fluorophenyl)-3',3'-difluoro-[1,4'-bipiperidin]-4-yl)carbamate O=C1NC(CCC1NC1=CC(=C(C=C1)N1CC(C(CC1)N1CCC(CC1)NC(OC(C)(C)C)=O)(F)F)F)=O